4-(4-bromophenyl)-N,N-dimethyloxan-4-amine BrC1=CC=C(C=C1)C1(CCOCC1)N(C)C